FC(C=1C(=C(C=CC1)[C@@H](C)NC1=NC=NC=2C=C3C(=CC12)N1[C@@H](CO3)CN(CC1)C(=O)OC(C)(C)C)F)F tert-butyl (R)-11-(((R)-1-(3-(difluoromethyl)-2-fluorophenyl)ethyl)amino)-1,2,4a,5-tetrahydropyrazino[1',2':4,5][1,4]oxazino[3,2-g]quinazoline-3(4H)-carboxylate